CC1(CCC2(NC(CC23C(NC2=CC=CC=C32)=O)C(=O)N)CC1)C 4,4-dimethyl-2''-oxo-1'',2''-dihydrodispiro[cyclohexane-1,2'-pyrrolidine-3',3''-indole]-5'-carboxamide